C1N(CC2=CC=CC=C12)C1=C(C=C(C=O)C=C1)OC 4-(1,3-dihydroisoindol-2-yl)-3-methoxybenzaldehyde